S1C2=C(C=C1)C=C(C=C2)C=2C=C1CCN(CC1=CC2)C(=O)NC2=CNC1=CC=C(C=C21)Cl 6-(benzo[b]thiophen-5-yl)-N-(5-chloro-1H-indol-3-yl)-3,4-dihydroisoquinoline-2(1H)-carboxamide